C(C)(C)(C)OC(=O)N[C@H](C(=O)OC)C[C@@H](C(=O)OC)OCC#N dimethyl (2S,4S)-2-((tert-butoxycarbonyl)amino)-4-(cyanomethoxy)pentanedioate